ClC(C(=O)[O-])C(=O)C(F)F 2-chlorodifluoroacetoacetate